pyrido[3,2-b]-pyridine N1=C2C(=CC=C1)N=CC=C2